5,7-difluoro-6-((6-(4-(trifluoromethoxy)phenyl)-1H-imidazo[4,5-b]pyrazin-1-yl)methyl)quinoline FC1=C2C=CC=NC2=CC(=C1CN1C=NC=2C1=NC(=CN2)C2=CC=C(C=C2)OC(F)(F)F)F